C1(CC1)C1=C(C(=NO1)C1=C(C=CC=C1)C(F)(F)F)C1=CC2(CN(C2)C=2SC3=C(N2)C(=CC(=C3)C(=O)O)F)C1 2-(6-(5-cyclopropyl-3-(2-(trifluoromethyl)phenyl)isoxazol-4-yl)-2-azaspiro[3.3]hept-5-en-2-yl)-4-fluorobenzo[d]thiazole-6-carboxylic acid